nitrosomorpholine-3-carboxylic acid N(=O)N1C(COCC1)C(=O)O